O.C(C)C=1C=C(C=CC1)NN (3-ethyl)phenyl-hydrazine monohydrate